NC1=C2C([C@]3([C@](OC4=C3C=CC(=C4)Br)(C2=CC=C1)O)N)=O (4bR,9bR)-1,9b-Diamino-7-bromo-4b-hydroxy-4b,9b-dihydro-10H-indeno[1,2-b]benzofuran-10-one